2-(piperidin-4-yl)-6-(pyrrolidin-1-yl)pyridine dihydrochloride Cl.Cl.N1CCC(CC1)C1=NC(=CC=C1)N1CCCC1